FC[C@H](CO)NC(OC(C)(C)C)=O tert-butyl N-[(1S)-1-(fluoromethyl)-2-hydroxy-ethyl]carbamate